BrC=1C(=CC(=NC1)N)F 5-bromo-4-fluoropyridin-2-amine